O1NCC=C1C(=O)[O-] dihydro-1,2-oxazole-5-carboxylate